1-(4-nitrophenyl)-5-(3-fluoro-4-methoxyphenyl)-3-(trifluoromethyl)-1H-pyrazole-4-carbonitrile [N+](=O)([O-])C1=CC=C(C=C1)N1N=C(C(=C1C1=CC(=C(C=C1)OC)F)C#N)C(F)(F)F